ClC=1C=NC(=NC1)NC1CCN(CC1)S(=O)(=O)C=1C=C(CN2CC(C(CC2)C2=CC=C3C(=NN(C3=C2)C)N2C(NC(CC2)=O)=O)(F)F)C=CC1 1-(6-(1-(3-((4-((5-chloropyrimidin-2-yl)amino)piperidin-1-yl)sulfonyl)benzyl)-3,3-difluoropiperidin-4-yl)-1-methyl-1H-indazol-3-yl)dihydropyrimidine-2,4(1H,3H)-dione